CC1=CC=CC(=N1)C1=C(N=CN1)C=1C=C2C=C(C=NC2=CC1)C1=CN=C(S1)C(=O)O[C@H]1CN(CC1)C (R)-1-methylpyrrolidin-3-yl 5-(6-(5-(6-methylpyridin-2-yl)-1H-imidazol-4-yl)quinolin-3-yl)thiazole-2-carboxylate